FC=1C=C2C=C(NC2=CC1OCC=1N=CSC1)CNC([C@@H](C)O)=O (R)-N-((5-fluoro-6-(thiazol-4-ylmethoxy)-1H-indol-2-yl)methyl)-2-hydroxypropanamide